6-((2,3-difluoro-6-(2-morpholinothiazol-4-yl)phenoxy)methyl)-2-(2,6-dioxopiperidin-3-yl)-4-fluoroisoindoline-1,3-dione FC1=C(OCC2=CC(=C3C(N(C(C3=C2)=O)C2C(NC(CC2)=O)=O)=O)F)C(=CC=C1F)C=1N=C(SC1)N1CCOCC1